1-methyl-3-(trifluoromethyl)-1H-pyrazole-4-carbaldehyde CN1N=C(C(=C1)C=O)C(F)(F)F